COC(=O)[C@@H]1NC[C@@H](CC1)O (2R,5R)-5-hydroxypiperidine-2-carboxylic acid methyl ester